C[C@H]1N([C@H](CN(C1)C1=NC=C(C=N1)C(F)(F)F)C)C(=O)NC1CC2(CN(C2)CC=2SC=C(N2)C)C1 (2R,6S)-2,6-dimethyl-N-{2-[(4-methyl-1,3-thiazol-2-yl)methyl]-2-azaspiro[3.3]heptan-6-yl}-4-[5-(trifluoromethyl)pyrimidin-2-yl]piperazine-1-carboxamide